N-((1R,3s)-3-((4-((3,4-dichloro-2-fluorophenyl)amino)-7-(((S)-tetrahydrofuran-3-yl)oxy)quinazolin-6-yl)oxy)cyclobutyl)acrylamide ClC=1C(=C(C=CC1Cl)NC1=NC=NC2=CC(=C(C=C12)OC1CC(C1)NC(C=C)=O)O[C@@H]1COCC1)F